[Na+].[Na+].C(C)(C)(C)C1C(C(CCC1)C(=O)[O-])C(=O)[O-] 3-tert-butylcyclohexane-1,2-dicarboxylic acid disodium salt